2-((1-(2-(4-(1H-imidazol-1-yl)phenyl)-6-methyl-4-oxo-4H-chromen-8-yl)ethyl)amino)benzoic acid N1(C=NC=C1)C1=CC=C(C=C1)C=1OC2=C(C=C(C=C2C(C1)=O)C)C(C)NC1=C(C(=O)O)C=CC=C1